4-(4-methylphenylthio)phthalonitrile CC1=CC=C(C=C1)SC=1C=C(C(C#N)=CC1)C#N